3-{cyclobutyl[3-(4,4,5,5-tetramethyl-1,3,2-dioxaborolan-2-yl)phenyl]methyl}-4-methyl-4H-1,2,4-triazole C1(CCC1)C(C1=NN=CN1C)C1=CC(=CC=C1)B1OC(C(O1)(C)C)(C)C